2,3-epoxypropoxy-N,N-bis(2,3-epoxypropyl)aniline C(CC)OC1=C2C(=C(N(CC3CO3)CC3CO3)C=C1)O2